O(S(=O)(=O)C(F)(F)F)C1=NC(=C(C2=C1C=CS2)C2=C(C=C(C=C2)F)OCCOC)C2=NN1C(CN(CC1)C(C=C)=O)=N2 [7-[4-fluoro-2-(2-methoxyethoxy) phenyl]-6-(7-prop-2-enoyl-6,8-dihydro-5H-[1,2,4]triazolo[1,5-a]pyrazin-2-yl) thieno[3,2-c]pyridin-4-yl] triflate